Cl.Cl.NC[C@H]1C[C@H](NC1)CNC(=O)C=1NC2=CC(=CC=C2C1)C1=CC=C(C=C1)F N-(((2S,4R)-4-(aminomethyl)pyrrolidin-2-yl)methyl)-6-(4-fluorophenyl)-1H-indole-2-carboxamide dihydrochloride